C(CC)(=O)O[C@@H](C)[C@@H](C)OS(=O)(=O)C1=CC=C(C)C=C1 (2S,3R)-3-(tosyloxy)butan-2-yl propionate